N-[7-(carbamoylmethoxy)-[1,3]thiazolo[5,4-d]pyrimidin-2-yl]-2'-chloro-5'-methoxy-6-methyl-[4,4'-bipyridine]-3-carboxamide C(N)(=O)COC=1C2=C(N=CN1)SC(=N2)NC(=O)C=2C=NC(=CC2C2=CC(=NC=C2OC)Cl)C